C1(CC1)N1C(=NC2=C1C=C(C(=C2)NC=2SC(=NN2)C2=CC(=CC=C2)OC(F)(F)F)F)C2=CC=C(C=C2)F N-(1-cyclopropyl-6-fluoro-2-(4-fluorophenyl)-5-benzimidazolyl)-5-(3-trifluoromethoxyphenyl)-1,3,4-thiadiazol-2-amine